2,2'-methylenebis-(4-methyl-6-cyclohexylphenol) C(C1=C(C(=CC(=C1)C)C1CCCCC1)O)C1=C(C(=CC(=C1)C)C1CCCCC1)O